3-(((5-(difluoromethoxy)-3-(difluoromethyl)-1-methyl-1H-pyrazol-4-yl)methyl)thio)-5-ethyl-5-methyl-4,5-dihydroisoxazole FC(OC1=C(C(=NN1C)C(F)F)CSC1=NOC(C1)(C)CC)F